7-(4,4,5,5-tetramethyl-1,3,2-dioxaborolan-2-yl)-3,4-dihydro-2H-isoquinolin-1-one CC1(OB(OC1(C)C)C1=CC=C2CCNC(C2=C1)=O)C